C(=O)(O)C1CCN(CC1)C(=O)[C@@H]1[C@H](C1)CC(N1N=CC(=C1)C1=CC=CC=C1)C1=[N+](C=C(C=C1)C1=C(C(=CC=C1N1N=NN=C1)Cl)F)[O-] |o1:11,12| 2-(2-((1R*,2S*)-2-(4-Carboxypiperidine-1-carbonyl)cyclopropyl)-1-(4-phenyl-1H-pyrazol-1-yl)ethyl)-5-(3-chloro-2-fluoro-6-(1H-tetrazol-1-yl)phenyl)pyridine 1-oxide